C1=CC=CC=2C3=CC=CC=C3C(C12)COC(=O)N[C@@H](CC(C)C)C(=O)O 9-Fluorenylmethyloxycarbonyl-leucine